O.S(=O)(=O)(O)C1=CC=CC=C1.C(C1=CC=CC=C1)(=O)N benzamide besylate salt hydrate